O(C1=CC=CC=C1)C=1C=CC(=NC1)NC=1C2=C(N=CN1)C=CC(=N2)N2CCNCC2 N-(5-phenoxy-2-pyridyl)-6-piperazin-1-yl-pyrido[3,2-d]pyrimidin-4-amine